6-(7,8-dimethyl-[1,2,4]triazolo[4,3-b]pyridazin-6-yl)-N-(3-fluoro-2-pyridyl)-7,8-dihydro-5H-1,6-naphthyridin-3-amine CC1=C(C=2N(N=C1N1CC=3C=C(C=NC3CC1)NC1=NC=CC=C1F)C=NN2)C